ClC=1C=C(C=C(C1)C1=NN=CN1C1OCCCC1)N1N=CC=2C1=NC=C(C2)C(C)(C)O 2-[1-[3-chloro-5-(4-tetrahydropyran-2-yl-1,2,4-triazol-3-yl)phenyl]pyrazolo[3,4-b]pyridin-5-yl]propan-2-ol